4-(4-(4-(((3-(2,6-dioxopiperidin-3-yl)-4-oxo-3,4-dihydroquinazolin-5-yl)amino)methyl)benzyl)piperazin-1-yl)benzonitrile O=C1NC(CCC1N1C=NC2=CC=CC(=C2C1=O)NCC1=CC=C(CN2CCN(CC2)C2=CC=C(C#N)C=C2)C=C1)=O